9-phenyl-3,6-bis(9-phenyl-9H-carbazole-3-yl)-9H-carbazole C1(=CC=CC=C1)N1C2=CC=C(C=C2C=2C=C(C=CC12)C=1C=CC=2N(C3=CC=CC=C3C2C1)C1=CC=CC=C1)C=1C=CC=2N(C3=CC=CC=C3C2C1)C1=CC=CC=C1